C(C)(C)(C)OC(=O)N1[C@@H]2[C@@H]([C@@H](C[C@H]1CC2)O)F |r| rac-(1S,2S,3R,5R)-2-fluoro-3-hydroxy-8-azabicyclo[3.2.1]octane-8-carboxylic acid tert-butyl ester